(1R,3S)-3-(5-{5-[2-(2-formyl-3-hydroxyphenyl)ethyl]-2-methylpyrazole-3-amido}-2H-pyrazol-3-yl)cyclopentyl N-isopropylcarbamate C(C)(C)NC(O[C@H]1C[C@H](CC1)C=1NN=C(C1)NC(=O)C=1N(N=C(C1)CCC1=C(C(=CC=C1)O)C=O)C)=O